(3Z)-12-bromo-3-dodecen-1-ol BrCCCCCCCC\C=C/CCO